1-(2-Methylimidazo[1,2-a]pyridin-3-yl)ethan-1-one CC=1N=C2N(C=CC=C2)C1C(C)=O